tert-butyl 4-[5-[3-[3-[[ethyl(methyl)sulfamoyl]amino]-2,6-difluoro-benzoyl]-1H-pyrrolo[2,3-b]pyridin-5-yl]pyrimidin-2-yl]piperazine-1-carboxylate C(C)N(S(=O)(=O)NC=1C(=C(C(=O)C2=CNC3=NC=C(C=C32)C=3C=NC(=NC3)N3CCN(CC3)C(=O)OC(C)(C)C)C(=CC1)F)F)C